tert-butyl (5aS,6R,11bR)-14-(cyclopropylmethyl)-5a,10-dihydroxy-1,2,5,5a,6,7-hexahydro-6,11b-(epiminoethano)naphtho[1,2-d]azepine-3(4H)-carboxylate C1(CC1)CN1CC[C@]23CCN(CC[C@]2([C@H]1CC1=CC=C(C=C13)O)O)C(=O)OC(C)(C)C